methyl 5-(difluoromethyl)-6-(1,1-dimethylpent-4-enylamino)-3-nitro-pyridine-2-carboxylate FC(C=1C=C(C(=NC1NC(CCC=C)(C)C)C(=O)OC)[N+](=O)[O-])F